FC1=C(CN2C(CCC2)C(=O)N)C=CC=C1 1-(2-Fluorobenzyl)pyrrolidine-2-carboxamide